CC1=NC2=C(N=CC=C2C(=C1)N1CC2=C(CC1)N(N=C2C)CC21CCC(CC2)(CC1)N)C 4-((5-(2,8-dimethyl-1,7-naphthyridin-4-yl)-3-methyl-4,5,6,7-tetrahydro-1H-pyrazolo[4,3-c]pyridin-1-yl)methyl)bicyclo[2.2.2]octan-1-amine